C(C)NCC N-ethylethan-1-ylAmine